C=1(C(=CC=C2CCCCC12)C(=O)OC)C=1C(=CC=C2CCCCC12)C(=O)OC Dimethyl (s)-5,5',6,6',7,7',8,8'-octahydro-[1,1'-binaphthalene]-2,2'-dicarboxylate